Methyl 5,7-dichloro-2-(3-chlorobenzyl)-1-oxo-1,2,3,4-tetrahydroisoquinoline-6-carboxylate ClC1=C2CCN(C(C2=CC(=C1C(=O)OC)Cl)=O)CC1=CC(=CC=C1)Cl